(1S)-1-[(2S,4R)-4-fluoro-1-methylpyrrolidin-2-yl]ethan-1-ol F[C@@H]1C[C@H](N(C1)C)[C@H](C)O